(3R)-1-[2-[4-(o-tolyl)-2-oxo-chromen-7-yl]oxypropanoyl]piperidine-3-carboxylic acid C1(=C(C=CC=C1)C1=CC(OC2=CC(=CC=C12)OC(C(=O)N1C[C@@H](CCC1)C(=O)O)C)=O)C